C3-Isopropylpyrrolidine-1-carboxylic acid benzyl ester C(C1=CC=CC=C1)OC(=O)N1CC(CC1)C(C)C